2-((2,6-dimethylenetetrahydro-1H-pyrrolizin-7a(5H)-yl)methoxy)-4-methoxy-5,6,7,8-tetrahydropyrido[3,4-d]pyrimidine C=C1CC2(CC(CN2C1)=C)COC=1N=C(C2=C(N1)CNCC2)OC